tert-Butyl 4-(5-(2-fluorophenyl)-7-(pyridin-3-yl)-7H-pyrrolo[2,3-d]pyrimidin-4-yl)piperazine-1-carboxylate FC1=C(C=CC=C1)C1=CN(C=2N=CN=C(C21)N2CCN(CC2)C(=O)OC(C)(C)C)C=2C=NC=CC2